OC1=CC=C(C=C1)N=NC1=CC=C(C(=O)O)C=C1 4-(4-hydroxyphenylazo)benzoic acid